C1(CC1)C=1C=NN2C1N=C(C=C2)C2=NC(=NC=C2)SC 3-cyclopropyl-5-(2-methylsulfanylpyrimidin-4-yl)pyrazolo[1,5-a]pyrimidine